NC1(CC(=NC=C1)C1=NC=CC=C1)N 4,4-diamino-2,2-bipyridine